2-methylundecanoic acid CC(C(=O)O)CCCCCCCCC